6-((1R,2R)-2-(4-(difluoromethyl)pyrimidin-2-yl)cyclobutyl)-4-oxo-1-((R)-1-(6-(trifluoromethyl)-pyridin-3-yl)ethyl)-4,5-dihydro-1H-pyrazolo[3,4-d]pyrimidine-3-carbonitrile FC(C1=NC(=NC=C1)[C@H]1[C@@H](CC1)C=1NC(C2=C(N1)N(N=C2C#N)[C@H](C)C=2C=NC(=CC2)C(F)(F)F)=O)F